C(CCCCC)N(C(CCCCCCCCC)=O)CCCCCC N,N-dihexyldecanamide